N-(2-(diethylamino)ethyl)-N-(9,10-dihydroxyoctadecyl)pivalamide C(C)N(CCN(C(C(C)(C)C)=O)CCCCCCCCC(C(CCCCCCCC)O)O)CC